alpha-resorcylic acid C(C1=CC(O)=CC(O)=C1)(=O)O